2-(4-oxo-2-thioxo-5-((4'-(trifluoromethyl)-[1,1'-biphenyl]-4-yl)methylene)thiazolidin-3-yl)hexanoic acid O=C1N(C(SC1=CC1=CC=C(C=C1)C1=CC=C(C=C1)C(F)(F)F)=S)C(C(=O)O)CCCC